ClC1=CC=C(C=C1)C=1C=2C(=C(SC2N2C(=NN=C2[C@@H](N1)CC#N)C)C)C 2-[(9S)-7-(4-chlorophenyl)-4,5,13-trimethyl-3-thia-1,8,11,12-tetrazatricyclo[8.3.0.02,6]trideca-2(6),4,7,10,12-pentaen-9-yl]acetonitrile